((S)-2-((S)-1-((6-(2,5-dioxo-2,5-dihydro-1H-pyrrol-1-yl)hexanoyl)-L-seryl)pyrrolidine-2-carboxamido)-5-ureidopentanoyl)-L-seryl-L-leucine O=C1N(C(C=C1)=O)CCCCCC(=O)N[C@@H](CO)C(=O)N1[C@@H](CCC1)C(=O)N[C@H](C(=O)N[C@@H](CO)C(=O)N[C@@H](CC(C)C)C(=O)O)CCCNC(=O)N